COC1=CC=C(CNC(=O)NC2CC3(CNC3)C2)C=C1 1-(4-methoxybenzyl)-3-(2-azaspiro[3.3]heptan-6-yl)urea